NC=1C2=C(C=3C=NN(C3C1)CC(F)F)C(NC2C2=C(C=CC(=C2)F)Cl)=O 5-amino-6-(2-chloro-5-fluorophenyl)-3-(2,2-difluoroethyl)-7,8-dihydro-6H-pyrrolo[4,3-e]indazol-8-one